cis-6-chloro-4-((4-(cyclobutyl(4-fluorophenyl)amino)cyclohexyl)(methyl)amino)-1-methyl-2-oxo-1,2-dihydro-1,5-naphthyridine-3-carbonitrile ClC=1N=C2C(=C(C(N(C2=CC1)C)=O)C#N)N(C)[C@@H]1CC[C@@H](CC1)N(C1=CC=C(C=C1)F)C1CCC1